(3,4-dimethylphenyl)-1,3,4-thiadiazole CC=1C=C(C=CC1C)C=1SC=NN1